C(N)(=N)C=1C=C(SC1)CNC(=O)[C@H]1N([C@H]2C[C@]2(C1)C)C(CNC(C1=CC=C(C=C1)O[C@@H](C)C1=CC=CC=C1)=O)=O (1S,3S,5S)-N-((4-carbamimidoylthiophen-2-yl)methyl)-5-methyl-2-((4-((S)-1-phenylethoxy)benzoyl)glycyl)-2-azabicyclo[3.1.0]hexane-3-carboxamide